FC1CC(N(C1)C(C(C(C)OC)NC(CC)=O)=O)C(=O)NC(C1=CC=C(C=C1)C(C)C)C1=CC=CC=C1 4-fluoro-1-[3-methoxy-2-(N-methylacetylamino)butanoyl]-N-{phenyl-[4-(propan-2-yl)phenyl]methyl}pyrrolidine-2-carboxamide